N-[2-(1-benzylpiperidin-4-yl)ethyl]-1-(2,2-difluoro-2H-1,3-benzodioxol-4-yl)piperidine-4-carboxamide C(C1=CC=CC=C1)N1CCC(CC1)CCNC(=O)C1CCN(CC1)C1=CC=CC=2OC(OC21)(F)F